OCC1COC2=C(OC1)C=CC(=C2)C(=O)O 3-(Hydroxymethyl)-3,4-dihydro-2H-benzo[b][1,4]dioxepine-7-carboxylic acid